6-(2,4-dihydroxybenzylamino)-9-β-D-arabinofuranosylpurine OC1=C(CNC2=C3N=CN(C3=NC=N2)[C@H]2[C@@H](O)[C@H](O)[C@H](O2)CO)C=CC(=C1)O